(E)-3-phenylpropyl 3-(2,5-dimethoxyphenyl)acrylate COC1=C(C=C(C=C1)OC)/C=C/C(=O)OCCCC1=CC=CC=C1